NC1=C2C(=NC=C1)N(N=C2C2CN(C2)C(=O)OC(C)(C)C)C2=CC=C(C=C2)OC(F)(F)F tert-butyl 3-(4-amino-1-(4-(trifluoromethoxy)phenyl)-1H-pyrazolo[3,4-b]pyridin-3-yl)azetidine-1-carboxylate